C(C)(C)N1N=CC(=C1)N\C(\CC)=C\1/C(NC2=CC=C(C=C12)C(=O)NCC(F)(F)F)=O (Z)-3-(1-((1-isopropyl-1H-pyrazol-4-yl)amino)propylidene)-2-oxo-N-(2,2,2-trifluoroethyl)indoline-5-carboxamide